2-(hydroxymethyl)-4-methylphenol OCC1=C(C=CC(=C1)C)O